N-[5-bromo-8-(methylamino)-2,7-naphthyridin-3-yl]cyclopropanecarboxamide BrC1=C2C=C(N=CC2=C(N=C1)NC)NC(=O)C1CC1